trans-tert-butyl 2-(4-((((benzyloxy)carbonyl)amino)methyl)cyclohexyl)acetate C(C1=CC=CC=C1)OC(=O)NC[C@@H]1CC[C@H](CC1)CC(=O)OC(C)(C)C